5,12,26-trimethyl-16-(4-methylpiperazin-1-yl)-7-oxa-4,5,13,20,22,26-hexaazapentacyclo[22.3.1.0^{2,6}.0^{13,21}.0^{14,19}]octacosa-1(28),2(6),3,14,16,18,20,24-octaene-23,27-dione CN1N=CC=2C=3C(N(C=C(C(NC4=NC5=CC=C(C=C5N4C(CCCCOC12)C)N1CCN(CC1)C)=O)C3)C)=O